(S)-(1-(3-(4-cyanophenyl)-2-(pyridin-4-yl)quinoxalin-6-yl)pyrrolidin-3-yl)carbamic acid tert-butyl ester C(C)(C)(C)OC(N[C@@H]1CN(CC1)C=1C=C2N=C(C(=NC2=CC1)C1=CC=NC=C1)C1=CC=C(C=C1)C#N)=O